NC=1C=C(C(=C(C1)C(C)NC1=NC(=NC2=CC(=C(C=C12)OC)C(=O)N1CCOCC1)C)C)C(F)(F)F (4-((1-(5-amino-2-methyl-3-(trifluoromethyl)phenyl)ethyl)amino)-6-methoxy-2-methylquinazolin-7-yl)(morpholino)methanone